C1=C(C(=CC=2C3=CC(=C(C=C3C3=CC(=C(C=C3C12)N)N)N)N)N)N triphenylene-2,3,6,7,10,11-hexamine